ethyl 3-amino-4-cyano-1-(4-methoxyphenyl)-1H-pyrrole-2-carboxylate NC1=C(N(C=C1C#N)C1=CC=C(C=C1)OC)C(=O)OCC